2-(2-(cyclopropanesulfonamido)pyrimidin-4-yl)-N-(4-(6-ethoxypyrazin-2-yl)phenyl)-N-(4-methoxybenzyl)butanamide C1(CC1)S(=O)(=O)NC1=NC=CC(=N1)C(C(=O)N(CC1=CC=C(C=C1)OC)C1=CC=C(C=C1)C1=NC(=CN=C1)OCC)CC